4-((S)-2-Azidopropanamido)-2-fluorobenzyl N-(cyclopropylmethyl)-P-(4-methylpent-3-en-1-yl)phosphonamidate C1(CC1)CNP(OCC1=C(C=C(C=C1)NC([C@H](C)N=[N+]=[N-])=O)F)(=O)CCC=C(C)C